N-(2-(4-Hydroxy-4-methylpiperidin-1-yl)-6-methylpyrimidin-4-yl)-4-((2-hydroxyethyl)sulfonamido)-2-(6-azaspiro[2.5]octan-6-yl)benzamide OC1(CCN(CC1)C1=NC(=CC(=N1)NC(C1=C(C=C(C=C1)NS(=O)(=O)CCO)N1CCC2(CC2)CC1)=O)C)C